(R) and (S)-8-(6-amino-5-((2-(trifluoromethyl)pyridin-3-yl)thio)pyrazin-2-yl)-2,2-difluoro-8-azaspiro[4.5]decan-1-amine NC1=C(N=CC(=N1)N1CCC2(CCC([C@@H]2N)(F)F)CC1)SC=1C(=NC=CC1)C(F)(F)F |r|